C(C1=CC=CC=C1)SC[C@@H]1[C@H](C1)C(=O)NC1CCC(CC1)O (1S,2S)-2-((benzylthio)methyl)-N-((1r,4R)-4-hydroxycyclohexyl)cyclopropane-1-carboxamide